8-(tert-butyl) 2-ethyl (1S,5R)-3,8-diazabicyclo[3.2.1]octane-2,8-dicarboxylate [C@@H]12C(NC[C@@H](CC1)N2C(=O)OC(C)(C)C)C(=O)OCC